[S].S(=O)(C1=CC=C(C=C1)N)(=O)N sulfanilamide sulfur